8-Chloro-3-ethyl-N-(1-methylpiperidin-3-yl)pyrido[2,3-d]pyridazin-5-amine ClC=1N=NC(=C2C1N=CC(=C2)CC)NC2CN(CCC2)C